O=S1(C2=C(C=C1)C=CC(=C2)NC(CC2=CC(=C(C(=C2)OC)OC)OC)=O)=O N-(1,1-dioxidobenzo[b]thiophen-6-yl)-2-(3,4,5-trimethoxyphenyl)acetamide